methyl 2-(5-((1-(cyclopropylmethyl)-1H-pyrazol-4-yl)methyl)-3-methyl-1H-pyrazol-1-yl)-5-fluorobenzoate C1(CC1)CN1N=CC(=C1)CC1=CC(=NN1C1=C(C(=O)OC)C=C(C=C1)F)C